ClC1=C(C(=CC=C1)Cl)N1C=2N(C3=C(C1=O)C=NC(=N3)NC3=CC(=C(C=C3)N3C[C@@H](N([C@@H](C3)C)C(C)C)C)C)CCN2 6-(2,6-dichlorophenyl)-2-((3-methyl-4-((3S,5R)-4-isopropyl-3,5-dimethylpiperazin-1-yl)-phenyl)amino)-8,9-dihydroimidazo[1,2-a]pyrimido[5,4-e]pyrimidin-5(6H)-one